C(CCCP(C1=CC=CC=C1)C1=CC=CC=C1)P(C1=CC=CC=C1)C1=CC=CC=C1 butane-1,4-diylbis[diphenylphosphine]